NC=1C=C(C=CC1)C1=CC=C(C=C1)N(C1=CC=C(C=C1)C1=CC(=CC=C1)N)CCCC N4'-(3'-amino-[1,1'-biphenyl]-4-yl)-N4'-butyl-[1,1'-biphenyl]-3,4'-diamine